1-{N-[(ethoxycarbonyl)methyl]-N-benzylcarbamoyl}ethyl methyl (2E)-but-2-ene-1,4-dioate C(\C=C\C(=O)OC)(=O)OC(C)C(N(CC1=CC=CC=C1)CC(=O)OCC)=O